O=C1NC(CCC1N1C(C2=CC=C(C=C2C1=O)NC1CC(C1)OC1=CC=C(C=C1)C1(CC1)C1=CC=C(C=C1)OC=1C=NC(=NC1)[C@@H](C)O)=O)=O 2-(2,6-dioxopiperidin-3-yl)-5-(((1r,3r)-3-(4-(1-(4-((2-(1-Hydroxyethyl)pyrimidin-5-yl)oxy)phenyl)cyclopropyl)phenoxy)cyclobutyl)amino)isoindoline-1,3-dione